5-(2-amino-[1,2,4]triazolo[1,5-a]pyridin-7-yl)-4-fluoro-N-(3-(4-fluorophenyl)-3-hydroxypropyl)-2-methylbenzamide NC1=NN2C(C=C(C=C2)C=2C(=CC(=C(C(=O)NCCC(O)C3=CC=C(C=C3)F)C2)C)F)=N1